S1C2=C(C=C1)C(C=1SC=CC1C2=C(C#N)C)=C(C#N)C 2,2'-(benzo[1,2-B:4,5-B']dithiophene-4,8-diylidene)dipropionitrile